1-[(isopropylideneamino)oxy]-2-methyl-1-oxopropan-2-yl 2-chloro-5-[4-(1,1-difluoroethyl)-3-methyl-2,6-dioxo-3,6-dihydropyrimidin-1(2H)-yl]-4-fluorobenzoate ClC1=C(C(=O)OC(C(=O)ON=C(C)C)(C)C)C=C(C(=C1)F)N1C(N(C(=CC1=O)C(C)(F)F)C)=O